COC(C1CCN(CC1)C1=NOC(=C1)[C@H](C(=O)N1[C@@H](C[C@H](C1)O)C(=O)OC(C)(C)C)C(C)C)OC tert-butyl (2S,4R)-1-[(2R)-2-[3-[4-(dimethoxymethyl)-1-piperidyl] isoxazol-5-yl]-3-methyl-butanoyl]-4-hydroxy-pyrrolidine-2-carboxylate